Triethoxy-(3,3,3-trifluoropropyl)silane C(C)O[Si](CCC(F)(F)F)(OCC)OCC